C(C)(C)(C)OC(=O)N1CCC=2C1=CN=CC2 2,3-dihydro-1H-pyrrolo[2,3-c]pyridine-1-carboxylic acid tert-butyl ester